C(C)(C)OC(C)(C)C=1N=C(SC1)NC(=O)C1=NN(C=C1)CC1=CC=NC=C1 N-(4-(2-isopropoxypropan-2-yl)thiazol-2-yl)-1-(pyridin-4-ylmethyl)-1H-pyrazole-3-carboxamide